N-(3-(3-(4-(4-methoxyphenoxy)phenyl)-2-oxo-2,3-dihydro-1H-imidazo[4,5-c]pyridin-1-yl)phenyl)acrylamide COC1=CC=C(OC2=CC=C(C=C2)N2C(N(C3=C2C=NC=C3)C=3C=C(C=CC3)NC(C=C)=O)=O)C=C1